(S)-6-bromo-N-(1-(ethylsulfonyl)pyrrolidine-3-yl)-2-(1-(4-(2-methoxyethoxy)phenyl)-2,5-dimethyl-1H-pyrrol-3-yl)-1H-imidazo[4,5-b]pyridine-7-amine BrC=1C(=C2C(=NC1)N=C(N2)C2=C(N(C(=C2)C)C2=CC=C(C=C2)OCCOC)C)N[C@@H]2CN(CC2)S(=O)(=O)CC